C(C=C)C1=NC(=CC=C1C1NC(C2=C(N1C1=C(C=C(C=C1)F)CCC=C)N=CC(=C2)C(F)(F)F)=O)OC (2-allyl-6-methoxypyridin-3-yl)-1-(2-(but-3-en-1-yl)-4-fluorophenyl)-6-(trifluoromethyl)-2,3-dihydropyrido[2,3-d]pyrimidin-4(1H)-one